tert-butyl 7-chloro-2-(3-iodophenyl)-2-methylheptanoate ClCCCCCC(C(=O)OC(C)(C)C)(C)C1=CC(=CC=C1)I